(S)-6-(2-ethyl-4-hydroxyphenyl)-7-fluoro-3-(4-(1-prolyl-1,2,3,6-tetrahydropyridin-4-yl)-1H-imidazol-2-yl)-1H-indazole C(C)C1=C(C=CC(=C1)O)C1=CC=C2C(=NNC2=C1F)C=1NC=C(N1)C=1CCN(CC1)C([C@H]1NCCC1)=O